CC1(OB(OC1(C)C)CC[C@H]1CC(CCC1)=O)C (R)-3-(2-(4,4,5,5-tetramethyl-1,3,2-dioxaborolan-2-yl)ethyl)cyclohexan-1-one